N1=CC=C2N1C(=CC(=N2)N2[C@@H](COCC2)C)N2[C@@H](COCC2)C (3R,3'R)-4,4'-(pyrazolo[1,5-a]pyrimidine-5,7-diyl)bis(3-methylmorpholine)